Methyl 5-(2-chloro-4-(methylamino)phenyl)-3-methylpicolinate ClC1=C(C=CC(=C1)NC)C=1C=C(C(=NC1)C(=O)OC)C